NCCC(=O)N β-alanine amide